zinc (II) dimethylpyridineamine CC1=C(C(=NC=C1)N)C.[Zn+2]